ClC=1N=C(SC1)C=1N=NN(C1)[C@@H]1[C@H]([C@@H](SC2=CC3=C(N=CS3)C=C2C#N)O[C@@H]([C@@H]1O)CO)OC 5-cyano-1,3-benzothiazol-6-yl 3-[4-(4-chlorothiazol-2-yl)-1H-1,2,3-triazol-1-yl]-3-deoxy-2-O-methyl-1-thio-alpha-D-galactopyranoside